(ethoxycarbonyl)cyanomethylamine C(C)OC(=O)NCC#N